1-[4-(4-propanoylpiperazin-1-yl)-3-(trifluoromethyl)phenyl]-9-quinolin-3-ylbenzo[h][1,6]naphthyridin-2-one C(CC)(=O)N1CCN(CC1)C1=C(C=C(C=C1)N1C(C=CC2=CN=C3C(=C12)C=C(C=C3)C=3C=NC1=CC=CC=C1C3)=O)C(F)(F)F